C(C)(C)(C)[Si](OCCCOC1=C(C(=CC=C1)B1OC(C(O1)(C)C)(C)C)C)(C)C tert-Butyldimethyl(3-(2-methyl-3-(4,4,5,5-tetramethyl-1,3,2-dioxaborolan-2-yl)phenoxy)propoxy)silane